7-(3-(4-fluoro-2,6-dimethylphenoxy)-5-methylphenyl)-N-((1r,4r)-4-hydroxycyclohexyl)-5-methyl-4-oxo-4,5-dihydrothieno[3,2-c]pyridine-2-carboxamide FC1=CC(=C(OC=2C=C(C=C(C2)C)C=2C3=C(C(N(C2)C)=O)C=C(S3)C(=O)NC3CCC(CC3)O)C(=C1)C)C